(2-hydroxylethyl)aminopropylmethyldimethoxysilane OCCNCCC[Si](OC)(OC)C